C(C)(C)(C)OC(=O)N1C[C@@H](CCC1)N(C1=NC=CC2=C1C=C(S2)C2=CC=C(C=C2)CC(=O)O)C(C2=C(C=C(C=C2)N2N=NC=1C2=NC=CC1)F)=O 2-[4-[4-[[(3R)-1-tert-butoxycarbonyl-3-piperidyl]-[2-fluoro-4-(triazolo[4,5-b]pyridin-3-yl)benzoyl]amino]thieno[3,2-c]pyridin-2-yl]phenyl]acetic acid